methyl 6-chloro-1-((2-(trimethylsilyl)ethoxy)methyl)-1H-pyrrolo[2,3-b]pyridine-4-carboxylate ClC=1C=C(C2=C(N1)N(C=C2)COCC[Si](C)(C)C)C(=O)OC